CC1=C(C=C(C(=O)NCC2=NC=C3C=CC(=NC3=C2)C2=NC(=CC=C2)N2[C@H](CCC2)CN2CCOCC2)C=C1)S(=O)(=O)C (R)-4-methyl-3-(methylsulfonyl)-N-((2-(6-(2-(morpholinomethyl)pyrrolidin-1-yl)pyridin-2-yl)-1,6-naphthyridin-7-yl)methyl)benzamide